2,5-dimethyl-2,5-di(t-butylperoxy)hexane methyl-(S)-2-((R)-2-amino-N-benzylpropanamido)butanoate COC([C@H](CC)N(C([C@@H](C)N)=O)CC1=CC=CC=C1)=O.CC(C)(CCC(C)(OOC(C)(C)C)C)OOC(C)(C)C